4-chloropyridine hydrochloride Cl.ClC1=CC=NC=C1